ClC=1C(=C2CC(CC2=CC1)NC=1C=CC(=NC1)C(C(F)(F)F)N1C(CCCC1)=O)F (3S)-1-(1-(5-((5-Chloro-4-fluoro-2,3-dihydro-1H-inden-2-yl)amino)pyridin-2-yl)-2,2,2-trifluoroethyl)-2-oxopiperidin